2-chloroacetic acid (2-chloroacetyl) ester ClCC(=O)OC(CCl)=O